C(C1=CC=CC=C1)N1CCC(CC1)(N)C1=CC(=NC=C1Cl)Cl 1-benzyl-4-(2,5-dichloropyridin-4-yl)piperidin-4-amine